[4-(2,6-Dimethylmorpholin-4-yl)-6-morpholin-4-yl-[1,3,5]triazin-2-yl]-(4-methoxyphenyl)-amine CC1CN(CC(O1)C)C1=NC(=NC(=N1)N1CCOCC1)NC1=CC=C(C=C1)OC